3,5-dimethylphenyldisulfide CC=1C=C(C=C(C1)C)SSC1=CC(=CC(=C1)C)C